NC=1N=NC(=CC1N1N=CC(=C1)C=1CCN(CC1)C(=O)OC(C)(C)C)Cl tert-butyl 4-[1-(3-amino-6-chloro-pyridazin-4-yl)pyrazol-4-yl]-3,6-dihydro-2H-pyridine-1-carboxylate